4-(5-methyl-7H-pyrrolo[2,3-d]pyrimidin-4-yl)-3,4-dihydro-2H-1,4-thiazine-6-carboxylic acid CC1=CNC=2N=CN=C(C21)N2CCSC(=C2)C(=O)O